C12(CC3CC(CC(C1)C3)C2)CCN2CCN(CC2)CC#CC2=C3C(N(C(=NC3=CC=C2)C)C2C(NC(CC2)=O)=O)=O 3-(5-(3-(4-(2-((1s,3s)-adamantan-1-yl)ethyl)piperazin-1-yl)prop-1-yn-1-yl)-2-methyl-4-oxoquinazolin-3(4H)-yl)piperidine-2,6-dione